C(C)(C)C=1C=NN2C1N=C(C=C2NCC2=CC(=CC=C2)[N+](=O)[O-])O[C@H]2CN(CCC2)CCO (R)-2-(3-((3-isopropyl-7-((3-nitrobenzyl)amino)pyrazolo[1,5-a]pyrimidin-5-yl)oxy)piperidin-1-yl)ethan-1-ol